3-Amino-8-(2-fluoro-6-methoxyphenyl)-N-(2-methoxyethyl)imidazo[1,2-a]pyridine-2-carboxamide NC1=C(N=C2N1C=CC=C2C2=C(C=CC=C2OC)F)C(=O)NCCOC